4-[difluoro(3,4,5-trifluorophenoxy)methyl]3,5-difluoro-4'-propylbiphenyl FC(C1=C(C=C(C=C1F)C1=CC=C(C=C1)CCC)F)(OC1=CC(=C(C(=C1)F)F)F)F